(-)-[3-[[2,4-bis(Trifluoromethyl)phenyl]methoxy]azetidin-1-yl]-[3-(1H-1,2,4-triazol-5-yl)pyrrolidin-1-yl]methanone FC(C1=C(C=CC(=C1)C(F)(F)F)COC1CN(C1)C(=O)N1CC(CC1)C1=NC=NN1)(F)F